((tert-butyldimethylsilyloxy)methyl)-2,5-dimethylthiophene-3-carboxylic acid [Si](C)(C)(C(C)(C)C)OCC=1C(=C(SC1C)C)C(=O)O